2-(1,2,3,6-tetrahydropyridin-4-yl)-6-(3-((2-(trifluoromethyl)phenoxy)methyl)piperidin-1-yl)pyrazine hydrochloride Cl.N1CCC(=CC1)C1=NC(=CN=C1)N1CC(CCC1)COC1=C(C=CC=C1)C(F)(F)F